2-(2-(3-phenylpropoxy)phenyl)ethan-1-ol C1(=CC=CC=C1)CCCOC1=C(C=CC=C1)CCO